FC=1C=C(COC2CNC2)C=C(C1)C(F)(F)F 3-((3-Fluoro-5-(trifluoromethyl)benzyl)oxy)azetidine